COC=1C=C2C(=NC(N(C2=CC1OC)C)=O)N[C@H](C)C1=CC(=CC=C1)C(F)(F)F (R)-6,7-dimethoxy-1-methyl-4-((1-(3-trifluoromethylphenyl)ethyl)amino)quinazolin-2(1H)-one